C(C)(=O)OC1(CCC(CC1)(C)C)C=C 4,4-dimethyl-1-vinylcyclohexyl acetate